8-(4-chloro-2-fluoro-phenyl)-2-(difluoromethyl)-3-methyl-6-[(2S)-2-(2-methyl-4-pyridyl)morpholino]pyrido[3,4-d]pyrimidin-4-one ClC1=CC(=C(C=C1)C1=NC(=CC2=C1N=C(N(C2=O)C)C(F)F)N2C[C@@H](OCC2)C2=CC(=NC=C2)C)F